CC1=NC(=CC(=C1)C1=CC=C2C(=C(N(C2=C1)C(=O)OC(C)(C)C)C=1C=NC(=CC1)N1CCN(CC1)CCO)C)C tert-butyl 6-(2,6-dimethylpyridin-4-yl)-2-(6-(4-(2-hydroxyethyl)piperazin-1-yl)pyridin-3-yl)-3-methyl-1H-indole-1-carboxylate